FC(OC1=NC=CC2=C(C=CC=C12)S(=O)(=O)CCC(=O)OC)F methyl 3-((1-(difluoromethoxy)isoquinolin-5-yl)sulfonyl)propanoate